acetonitrile ammonium formate C(=O)[O-].[NH4+].C(C)#N